2,6-diFluoro-3-methoxyaniline FC1=C(N)C(=CC=C1OC)F